Tert-butyl 2-(3-benzyl-4-(4-((7-(3-(dimethylamino)propanamido)-4-oxoquinazolin-3(4H)-yl)methyl)-4-hydroxypiperidine-1-carbonyl)-1H-pyrazol-1-yl)ethylcarbamate C(C1=CC=CC=C1)C1=NN(C=C1C(=O)N1CCC(CC1)(O)CN1C=NC2=CC(=CC=C2C1=O)NC(CCN(C)C)=O)CCNC(OC(C)(C)C)=O